C(C)(=O)C=1C=C(C(=O)O)C=C(C1)[N+](=O)[O-] 3-ACETYL-5-NITROBENZOIC ACID